BrC=1C=C(C(=NC1C)NS(=O)(=O)C1=C(C=CC=C1)Cl)F N-(5-bromo-3-fluoro-6-methylpyridin-2-yl)-2-chlorobenzenesulfonamide